ClC1=C(C=CC=C1)N1C(N=C(C2=C1N=C(S2)C(F)(F)F)NC)=O 4-(2-chlorophenyl)-7-(methylamino)-2-(trifluoromethyl)thiazolo[4,5-d]pyrimidin-5(4H)-one